C1=C(C=CC2=CC=CC=C12)C1=NC(=CC(=N1)C1=C(C=CC=C1)C1=CC=C2C=3C=CC(=CC3C3(C2=C1)CCCCC3)C#N)C3=CC=CC=C3 7'-(2-(2-(naphthalen-2-yl)-6-phenylpyrimidin-4-yl)phenyl)spiro[cyclohexane-1,9'-fluorene]-2'-carbonitrile